CSC=1N=C(C=2N=CN([C@H]3[C@H](O)[C@H](O)[C@@H](CO)O3)C2N1)NC 2-methylthio-N-methyladenosine